2-octyldodecanol erucate C(CCCCCCCCCCC\C=C/CCCCCCCC)(=O)OCC(CCCCCCCCCC)CCCCCCCC